3-(2-(3-oxa-8-azabicyclo[3.2.1]-octan-8-yl)-5-(2-(methylthio)pyrimidin-4-yl)thiazol-4-yl)-2-fluoroaniline C12COCC(CC1)N2C=2SC(=C(N2)C=2C(=C(N)C=CC2)F)C2=NC(=NC=C2)SC